methyl 3-((dimethylamino) methylene)-2-oxocyclopentane-1-carboxylate CN(C)C=C1C(C(CC1)C(=O)OC)=O